(6-((1-(3,3-difluoro-1-((1-methylcyclobutyl)methyl)piperidin-4-yl)-1H-pyrazol-4-yl)methyl)-2-oxobenzo[cd]indol-1(2H)-yl)piperidine-2,6-dione FC1(CN(CCC1N1N=CC(=C1)CC=1C=2C3=C(C(N(C3=CC1)N1C(CCCC1=O)=O)=O)C=CC2)CC2(CCC2)C)F